3,4,4-trifluorobut-3-en-1-yl 2-(3-methyl-1H-pyrazol-1-yl)butanoate CC1=NN(C=C1)C(C(=O)OCCC(=C(F)F)F)CC